Bis(n-octadecyl)i-butylaluminium C(CCCCCCCCCCCCCCCCC)[Al](CC(C)C)CCCCCCCCCCCCCCCCCC